5-(benzyloxy)-2-(4-methoxyphenyl)-1H-indole C(C1=CC=CC=C1)OC=1C=C2C=C(NC2=CC1)C1=CC=C(C=C1)OC